methyl 1-(4-(tert-butyl)phenyl)-1H-indole-5-carboxylate C(C)(C)(C)C1=CC=C(C=C1)N1C=CC2=CC(=CC=C12)C(=O)OC